C(=O)=C1NC2C(C=3C(=CC=CC13)N1N=CC(=C1C(F)(F)F)C(=O)NC1=CC(=NC=C1)C(F)(F)F)C2 (3-carbonyl-1a,2,3,7B-tetrahydro-1H-cyclopropa[c]isoquinolin-7-yl)-5-(trifluoromethyl)-N-(2-(trifluoromethyl)pyridin-4-yl)-1H-pyrazole-4-carboxamide